(7R)-7-[(2S)-1,4-dioxan-2-ylmethyl]-3-[(3-fluoro-2-methoxyphenyl)amino]-2-(pyrimidin-4-yl)-1H,5H,6H,7H-pyrrolo[3,2-c]pyridin-4-one O1[C@H](COCC1)C[C@H]1C2=C(C(NC1)=O)C(=C(N2)C2=NC=NC=C2)NC2=C(C(=CC=C2)F)OC